5-carboxy-2,3-dihydroisoindole C(=O)(O)C=1C=C2CNCC2=CC1